CC=1C(OC(C1C)=O)O\C=C(\C(=O)OCC)/N1C(OC2=C1C=CC=C2)=O ethyl (Z)-3-[(3,4-dimethyl-5-oxo-2H-furan-2-yl)oxy]-2-(2-oxo-1,3-benzoxazol-3-yl)prop-2-enoate